ClC=1C=C(C(=O)O)C=C(C1)C1(CC1)C#N 3-chloro-5-(1-cyanocyclopropyl)benzoic acid